2-[(3-CHLORO-2-FORMYLPHENYL)(METHYL)AMINO]-N-METHYLACETAMIDE ClC=1C(=C(C=CC1)N(CC(=O)NC)C)C=O